[B].[Zn].[Co] cobalt-zinc-boron